(5-fluoro-2-(1-methyl-1H-pyrazol-4-yl)phenyl)methylamine FC=1C=CC(=C(C1)CN)C=1C=NN(C1)C